5-[2-(thieno[3,2-d]pyrimidin-4-ylamino)ethyl]-1,3-thiazol N1=CN=C(C2=C1C=CS2)NCCC2=CN=CS2